(S)-(5-bromo-6-fluoropyridin-2-yl)(phenyl)methanamine hydrochloride Cl.BrC=1C=CC(=NC1F)[C@@H](N)C1=CC=CC=C1